FC1=C(C=CC=C1F)CN1N2[C@@](C(=C(C1=O)C(=O)NC1=C(C=C(C=C1)C(F)(F)F)C1CCN(CC1)C(=O)O)O)(CCC2)C 4-[2-[[(4aR)-1-[(2,3-difluorophenyl)methyl]-4-hydroxy-4a-methyl-2-oxo-6,7-dihydro-5H-pyrrolo[1,2-b]pyridazine-3-carbonyl]amino]-5-(trifluoromethyl)phenyl]piperidine-1-carboxylic acid